COC(NC1=CC=C(C=C1)C(NO)=O)=O methyl[4-(hydroxycarbamoyl)phenyl]carbamate